3-(1H-pyrazol-4-yloxy)-5-bromopyrazin-2-amine N1N=CC(=C1)OC=1C(=NC=C(N1)Br)N